1-(2-{1-[(3-ethyl-1,2-oxazol-5-yl)methyl]-1H-1,2,4-triazol-5-yl}-5-fluorophenyl)ethan-1-ol C(C)C1=NOC(=C1)CN1N=CN=C1C1=C(C=C(C=C1)F)C(C)O